4-[2-[bis(4-chlorophenyl)methyl]-2,7-diazaspiro[3.5]nonan-7-yl]-N-[3-nitro-4-(tetrahydropyran-4-ylmethylamino)phenyl]sulfonyl-2-(1H-pyrrolo[2,3-b]pyridin-5-yloxy)benzamide ClC1=CC=C(C=C1)C(N1CC2(C1)CCN(CC2)C2=CC(=C(C(=O)NS(=O)(=O)C1=CC(=C(C=C1)NCC1CCOCC1)[N+](=O)[O-])C=C2)OC=2C=C1C(=NC2)NC=C1)C1=CC=C(C=C1)Cl